6-chloro-2-[3-(difluoromethoxy)-5-methyl-pyrazol-1-yl]-3-pyridyl-ethanone ClC1=CC=C(C(=N1)N1N=C(C=C1C)OC(F)F)C(C)=O